bis(4-(2-hydroxyethoxy)-3-isopropylphenyl)fluorene OCCOC1=C(C=C(C=C1)C1=C(C=2CC3=CC=CC=C3C2C=C1)C1=CC(=C(C=C1)OCCO)C(C)C)C(C)C